3,7-dimethyloct-6-en-1-yl propionate C(CC)(=O)OCCC(CCC=C(C)C)C